C(C)N(C=NC1=C(C=C(C(=C1)C)N=S(=O)(C1=CC(=CC=C1)OC)CCC(C)C)C)C N-ethyl-N'-(4-((isopentyl(3-methoxyphenyl)(oxo)-λ6-sulfaneylidene)amino)-2,5-dimethylphenyl)-N-methylformimidamide